C(#N)C1=C(C=CC=C1)C1=CC=C(C=C1)C#N 2-cyano-4'-cyanobiphenyl